Acetic acid potassium salt [K+].C(C)(=O)[O-]